C1(CCCCC1)C1=NOC(=N1)C1CCN(CC1)C(CC1=NC=CN=C1C)=O 1-(4-(3-cyclohexyl-1,2,4-oxadiazol-5-yl)piperidin-1-yl)-2-(3-methylpyrazin-2-yl)ethan-1-one